N1(CCNCCC1)C=1C2=C(N=C(N1)OC[C@]13CCCN3C[C@@H](C1)F)C(=C(N=C2)C2=CC=CC1=CC=C(C(=C21)C#C)F)F 4-(1,4-diazepan-1-yl)-7-(8-ethynyl-7-fluoronaphthalen-1-yl)-8-fluoro-2-(((2R,7aS)-2-fluorotetrahydro-1H-pyrrolizin-7a(5H)-yl)methoxy)pyrido[4,3-d]pyrimidine